FC1=C(C(=CC(=C1)C#CC1=CC=CC=C1)F)N1C(N([C@@](CC1=O)(C=1C=NN2C1C=CC=C2)C)C)=O (6S)-3-[2,6-Difluoro-4-(2-phenylethynyl)phenyl]-1,6-dimethyl-6-pyrazolo[1,5-a]pyridin-3-yl-hexahydropyrimidine-2,4-dione